1-(1-(4-((4,4-Difluorocyclohexyl)oxy)pyridin-2-yl)piperidin-4-yl)-3-(pyridin-3-yl)thiourea FC1(CCC(CC1)OC1=CC(=NC=C1)N1CCC(CC1)NC(=S)NC=1C=NC=CC1)F